ClC1=CC=C(S1)CNC1=CC(=NN1C(C(C)(C)C)=O)C1(CCNCC1)C 1-(5-{[(5-chlorothiophen-2-yl)methyl]amino}-3-(4-methylpiperidin-4-yl)-1H-pyrazol-1-yl)-2,2-dimethylpropan-1-one